(2S)-4-[3-(dimethylamino)propoxy]pyrrolidine-1,2-dicarboxylic acid O1-tert-butyl ester O2-methyl ester COC(=O)[C@H]1N(CC(C1)OCCCN(C)C)C(=O)OC(C)(C)C